ClC1=CC(=C(C=C1)C1=C2C(=C(N=N1)O)C=NC=C2)OC 1-(4-chloro-2-methoxyphenyl)pyrido[3,4-d]pyridazin-4-ol